C1(CC1)C#CC=1C=CC(=C(C1)[S@@](=O)C=1N=NN(C1)CC1OCC(CO1)(C)C)C |r| (RS)-4-((5-(cyclopropylethynyl)-2-methylphenyl)sulfinyl)-1-((5,5-dimethyl-1,3-dioxan-2-yl)methyl)-1H-1,2,3-triazole